{6-[4-(5-Amino-[1,3,4]thiadiazol-2-yl)-phenyl]-pyrimidin-4-yl}-[2-(6-fluoro-2,4-dimethyl-indol-1-yl)-ethyl]-amin NC1=NN=C(S1)C1=CC=C(C=C1)C1=CC(=NC=N1)NCCN1C(=CC2=C(C=C(C=C12)F)C)C